CN1[C@@H]([C@@H](CCC1)C1=CC=2C(=NC=C(C2NC=2C=CC3=C(N=CS3)C2F)F)S1)C N-(2-((2R,3R)-1,2-dimethylpiperidin-3-yl)-5-fluorothieno[2,3-b]pyridin-4-yl)-4-fluorobenzo[d]thiazol-5-amine